N1(CCNCC1)C1=CC=CC(=N1)C(=O)NC1=CC=NC=C1 6-(Piperazin-1-yl)-N-(pyridin-4-yl)pyridine-2-carboxamide